O[C@H](C)C1=NC=2C(=C3C(=NC2)C=CS3)N1[C@@H]1CC[C@H](CC1)CC(=O)OCC Ethyl (trans-4-[2-[(1R)-1-hydroxyethyl]-1H-imidazo[4,5-d]thieno[3,2-b]pyridin-1-yl]cyclohexyl)acetate